(5R)-N-((R)-cyclopropyl(2-fluoro-4-(trifluoromethyl)phenyl)methyl)-5-methyl-1-(3-(methylsulfonyl)benzoyl)-L-prolinamide C1(CC1)[C@@H](NC([C@H]1N([C@@H](CC1)C)C(C1=CC(=CC=C1)S(=O)(=O)C)=O)=O)C1=C(C=C(C=C1)C(F)(F)F)F